CN1C(=NC2=C1C=CC(=C2)C(=O)OC(C)C)CCNC2=NC=CC1=CC=C(C=C21)C2=NOC(=N2)C Propan-2-yl 1-methyl-2-(2-{[7-(5-methyl-1,2,4-oxadiazol-3-yl)isoquinolin-1-yl]amino}ethyl)-1H-1,3-benzodiazole-5-carboxylate